triethyl phosphate, sodium salt [Na].P(=O)(OCC)(OCC)OCC